FC1=CC=C(C=C1)C(C)=O 1-(4-fluorophenyl)ethanone